C(C)(C)(C)C1=NC(=NO1)C(=O)NCC1=C(C=C(C=C1)C1=NC=NN2C1=CC(=C2)C2CN(C2)C(=O)OC(C)(C)C)C tert-butyl 3-(4-(4-((5-(tert-butyl)-1,2,4-oxadiazole-3-carboxamido)methyl)-3-methylphenyl)pyrrolo[2,1-f][1,2,4]triazin-6-yl)azetidine-1-carboxylate